N1CC(C1)OC1=CC=CC(=N1)OCC1=C(C#N)C=CC=C1F ((6-(azetidin-3-yloxy)pyridin-2-yloxy)methyl)-3-fluorobenzonitrile